C(C)(C)OC1=CC=C(C=C1)N1CCCC1 1-(4-isopropoxyphenyl)pyrrolidin